[C@@H]1([C@H](O)C=C(CO)O1)N1C(=O)N=C(N)C=C1 3'-deoxy-3',4'-didehydro-cytidine